N-[(1H-indazol-7-yl)methyl]-3-(4-methoxyphenyl)acrylamide N1N=CC2=CC=CC(=C12)CNC(C=CC1=CC=C(C=C1)OC)=O